5-oxo-1H-pyrazole O=C1C=CNN1